(S)-8-(4,4-difluorocyclohex-1-en-1-yl)-N-(1-hydroxypropan-2-yl)quinoline-3-carboxamide FC1(CC=C(CC1)C=1C=CC=C2C=C(C=NC12)C(=O)N[C@H](CO)C)F